N'-(3-chloro-2-piperazin-1-yl-6-quinolinyl)propane-1,3-diamine dihydrochloride Cl.Cl.ClC=1C(=NC2=CC=C(C=C2C1)NCCCN)N1CCNCC1